OCC1CNC2=C(NC1=O)N=CC(=C2)/C=C/C(=O)N(CC=2OC1=C(C2C)C=CC=C1)C (E)-3-(3-(hydroxymethyl)-4-oxo-2,3,4,5-tetrahydro-1H-pyrido[2,3-b][1,4]diazepine-8-Yl)-N-methyl-N-((3-methylbenzofuran-2-yl)methyl)acrylamide